5-Methoxy-N-acetyltryptamin COC1=CC=C2NC=C(CCNC(C)=O)C2=C1